F[C@]12[C@H](CN(C1)C(=O)C=1SC(=CC1)C)CC[C@@H]2O [(3aR,4S,6aS)-3a-fluoro-4-hydroxy-1,3,4,5,6,6a-hexahydrocyclopenta[c]pyrrol-2-yl]-(5-Methyl-2-thienyl)methanone